tert-Butyl N-[1-[4-(3-bromo-2-fluoro-anilino)pyrido[3,2-d]pyrimidin-6-yl]pyrrolidin-3-yl]carbamate BrC=1C(=C(NC=2C3=C(N=CN2)C=CC(=N3)N3CC(CC3)NC(OC(C)(C)C)=O)C=CC1)F